C(C)(C)NC=1N=C(C2=C(N1)C=CS2)NCC2=C(C=CC=C2)C(F)(F)F N2-isopropyl-N4-(2-(trifluoromethyl)benzyl)thieno[3,2-d]pyrimidine-2,4-diamine